2,2'-dithiobis(N-methyl-benzamide) CNC(C1=C(C=CC=C1)SSC1=C(C(=O)NC)C=CC=C1)=O